4-(1-ethoxyvinyl)-8-fluoro-2H-phthalazin-1-one C(C)OC(=C)C1=NNC(C2=C(C=CC=C12)F)=O